sphingosine-D7 [2H]/C(=C\CCCCCCCCCCCCC)/[C@]([2H])([C@]([2H])(C([2H])([2H])O)N([2H])[2H])O